N1N=CC2=CC(=CC=C12)C#CC1=NC(=NC=C1)C1=NC(=NC=C1)N[C@@H]1CS(CC1)(=O)=O (S)-3-((4-((1H-indazol-5-yl)ethynyl)-[2,4'-bipyrimidin]-2'-yl)amino)tetrahydrothiophene 1,1-dioxide